C(C=CC1=CC=CC=C1)(=O)NNC(\C=C\C1=CC(=C(C=C1)Cl)Cl)=O (E)-N'-cinnamoyl-3-(3,4-dichlorophenyl)acrylohydrazide